5-Methyl-Arginin CC(CC[C@H](N)C(=O)O)NC(N)=N